CN(C)C N,N-Dimethylmethylamin